(S)-3-(3-((6-(methoxymethyl)pyridin-3-yl)amino)-4-((R)-1-morpholinopropyl)phenyl)pentanoic acid COCC1=CC=C(C=N1)NC=1C=C(C=CC1[C@@H](CC)N1CCOCC1)[C@H](CC(=O)O)CC